ClC=1C(=C(C=CC1)[C@@H](CCO)N[S@@](=O)C(C)(C)C)F (S)-N-((R)-1-(3-chloro-2-fluorophenyl)-3-hydroxypropyl)-2-methylpropane-2-sulfinamide